cis-p-coumaric acid O=C(O)/C=C\C1C=CC(O)=CC=1